C(=C)[C@@H]1C[C@H](N(C1)C(=O)OCC1=CC=CC=C1)C(=O)OC 1-benzyl 2-methyl (2S,4S)-4-ethenylpyrrolidine-1,2-dicarboxylate